C(C1=CC=CC=C1)OC(NC1(CCNCC1)C)=O (4-methylpiperidin-4-yl)carbamic acid benzyl ester